methyl 4-[1-(benzenesulfonyl)-6-(2-cyano-1,1-dimethyl-ethyl)-5-(4-fluorophenyl)pyrrolo[2,3-f]benzimidazol-7-yl]benzoate C1(=CC=CC=C1)S(=O)(=O)N1C=NC2=C1C=C1C(=C2)N(C(=C1C1=CC=C(C(=O)OC)C=C1)C(CC#N)(C)C)C1=CC=C(C=C1)F